OC1=C(C=C(C=C1C(C)(C)C)C)N1N=C2C(=N1)C=CC=C2 2-(2'-hydroxy-3'-tert-butyl-5'-methylphenyl)benzotriazole